m-[7-chloro-5-(trifluoromethyl)-2,3-dihydro-1-benzofuran-2-yl]benzenesulfonic acid ClC1=CC(=CC=2CC(OC21)C=2C=C(C=CC2)S(=O)(=O)O)C(F)(F)F